(R)-7-((4-(2-fluoro-6-(methylcarbamoyl)pyridin-3-yl)-3-methylpiperazin-1-yl)methyl)-3,6-difluoropyrazolo[1,5-a]quinoxalin-4(5H)-one FC1=NC(=CC=C1N1[C@@H](CN(CC1)CC=1C(=C2NC(C=3N(C2=CC1)N=CC3F)=O)F)C)C(NC)=O